[2H]C1C(C2=C(S1)C=CC=C2)(C)[2H] 2,3-dideutero-3-methyl-2,3-dihydrobenzo[b]thiophene